3-[5-(difluoromethyl)-1,3,4-thiadiazol-2-yl]-1-ethyl-6-fluoro-N-(1-methylcyclopropyl)-2-oxo-benzimidazole-5-sulfonamide FC(C1=NN=C(S1)N1C(N(C2=C1C=C(C(=C2)F)S(=O)(=O)NC2(CC2)C)CC)=O)F